(3S)-5-bromo-2-oxo-spiro[1H-pyrrolo[2,3-B]pyridine-3,6'-5,7-dihydrocyclopenta[B]pyridine]-3'-carboxylic acid ethyl ester C(C)OC(=O)C=1C=C2C(=NC1)C[C@]1(C2)C(NC2=NC=C(C=C21)Br)=O